BrC=1C=C(C=C2C(=NC=NC12)N(C(C)C1=NC=CN=C1N1N=CC=N1)C)Cl 8-bromo-6-chloro-N-methyl-N-[1-[3-(triazol-2-yl)pyrazin-2-yl]ethyl]quinazolin-4-amine